2-(2-(4,4-dimethylcyclohex-1-en-1-yl)ethyl)-5,5-dimethyl-1,3-dioxacyclohexane CC1(CC=C(CC1)CCC1OCC(CO1)(C)C)C